3-chloro-N-(2-(2,6-dioxopiperidin-3-yl)-1,3-dioxoisoindolin-5-yl)-2-fluorobenzenesulfonamide ClC=1C(=C(C=CC1)S(=O)(=O)NC=1C=C2C(N(C(C2=CC1)=O)C1C(NC(CC1)=O)=O)=O)F